C1C(CC12CC1(OCCO1)C2)=O 7,10-dioxadispiro[3.1.46.14]undecan-2-one